CC(CC1C2C=CC(C1)C2)C(=C)C 5-(2,3-dimethyl-3-butenyl)-2-norbornene